N(=[N+]=[N-])CC1CCC(C=2N(C1)N=C1C2CN(CC1)C(=O)OC(C)(C)C)(F)F tert-butyl 8-(azidomethyl)-11,11-difluoro-3,4,8,9,10,11-hexahydro-1H-pyrido[4',3':3,4]pyrazolo[1,5-a]azepine-2(7H)-carboxylate